(3S,5aR,7aS,11aS,11bR)-3,8,8,11a-tetramethyldodecahydro-5H-3,5a-epoxynaphtho-[2,1-c]oxepine C[C@]12CC[C@H]3[C@@](CO1)(CC[C@H]1C(CCC[C@@]13C)(C)C)O2